BrC1=CC(=CC2=C1SC1=C2C=CC=C1)N(C1=CC=CC=C1)C1=CC=CC=C1 4-bromo-N,N-diphenyldibenzo[b,d]Thiophene-2-amine